S(=O)(C1=CC=C(N)C=C1)C1=CC=C(N)C=C1 4,4'-sulfinyldianiline